N1(CCCC1)C(=O)N pyrrolidin-1-carboxamid